(E)-1-(4-(cyclopropanecarbonyl)piperazin-1-yl)-3-(2,2-difluorobenzo[d][1,3]dioxol-5-yl)prop-2-en-1-one C1(CC1)C(=O)N1CCN(CC1)C(\C=C\C1=CC2=C(OC(O2)(F)F)C=C1)=O